NC1=NC=C(C=N1)CNC=1C=C(C(=O)N[C@@H]2[C@H](CCCC2)O)C=CC1C 3-{[(2-aminopyrimidin-5-yl)methyl]amino}-N-[(1S,2S)-2-hydroxycyclohexyl]-4-methylbenzamide